ClC1=C(C(=O)N2COC3=C(C2)C=CC=C3C3=CC(=C(C(=O)O)C=C3F)N3C2COCC3CC2)C=CC(=C1)N1[C@@H](CN([C@H](C1)C)C)C |&1:41| 4-[3-[2-Chloro-4-[(2R,SR)-2,4,5-trimethylpiperazin-1-yl]benzoyl]-2,4-dihydro-1,3-benzoxazin-8-yl]-5-fluoro-2-(3-oxa-8-azabicyclo[3.2.1]octan-8-yl)benzoic acid